lithium cobalt-oxide [Co]=O.[Li]